1,2,3,4,6,7,8,9-octahydropyrimido[1,2-a]pyrimidin-5-ium N1C2=[N+](CCC1)CCCN2